N-{[4-(piperidine-1-sulfonyl)phenyl]methyl}-1,3-benzothiazole N1(CCCCC1)S(=O)(=O)C1=CC=C(C=C1)CN1CSC2=C1C=CC=C2